ClC1=C(C=C2C(=NN=C(C2=C1)N1CCN(CC1)C(C=C)=O)C1=C2C=CNC2=CC=C1)C1=C(C=CC=C1O)F 1-(4-(7-chloro-6-(2-fluoro-6-hydroxyphenyl)-4-(1H-indol-4-yl)-1-phthalazinyl)-1-piperazinyl)-2-propen-1-one